methyl Z-9-octadecenoate C(CCCCCCC\C=C/CCCCCCCC)(=O)OC